6-(4-benzyloxy-2-ethyl-5-fluoro-phenyl)-N'-[4-[tert-butyl(dimethyl)silyl]oxy-2-ethyl-phenyl]-4-[[(3S)-tetrahydrofuran-3-yl]amino]pyrrolo[1,2-b]pyridazine-3-carboxamidine C(C1=CC=CC=C1)OC1=CC(=C(C=C1F)C=1C=C2N(N=CC(=C2N[C@@H]2COCC2)C(=NC2=C(C=C(C=C2)O[Si](C)(C)C(C)(C)C)CC)N)C1)CC